6-nitro-3,4-dihydro-quinolin-2(1H)-one [N+](=O)([O-])C=1C=C2CCC(NC2=CC1)=O